OCCCNC1CCN(CC1)C(C)=O 1-(4-((3-Hydroxypropyl)amino)piperidin-1-yl)ethan-1-one